FC=1C=NC(=NC1)[C@H](C)NC1=CC=C(C(=N1)NC1=NNC(=C1)OC(C)C)[N+](=O)[O-] (S)-N6-(1-(5-fluoropyrimidin-2-yl)ethyl)-N2-(5-isopropoxy-1H-pyrazol-3-yl)-3-nitropyridine-2,6-diamine